tert-butyl 2-[1-[(3-chloro-4-fluoro-5,6-dimethyl-8-oxo-7H-2,7-naphthyridin-1-yl)oxy]-2-(methoxymethoxy)ethyl]-3,8-diazabicyclo[3.2.1]octane-8-carboxylate ClC=1N=C(C=2C(NC(=C(C2C1F)C)C)=O)OC(COCOC)C1C2CCC(CN1)N2C(=O)OC(C)(C)C